NC=1C(=C(C(=C(C(=O)Cl)C1I)I)C(=O)Cl)I 5-amino-2,4,6-triiodoisophthaloyl dichloride